FC1=C(C=C(C=C1C[C@@H]1N(C2CC([C@@H]1NS(=O)(=O)C)C2)C(=O)OC(C)(C)C)F)C2=CC=CC=C2 |o1:8,13| tert-Butyl (3S*,4S*)-3-[(2,5-difluoro[biphenyl]-3-yl)methyl]-4-[(methylsulfonyl)amino]-2-azabicyclo[3.1.1]heptane-2-carboxylate